2-[3-[2-(3,3-difluorocyclobutyl)ethynyl]phenyl]-4,4,5,5-tetramethyl-1,3,2-dioxaborolane FC1(CC(C1)C#CC=1C=C(C=CC1)B1OC(C(O1)(C)C)(C)C)F